ClC=1C=C(C=C(C1)Cl)C1(CC(=NO1)C=1C=CC(=C(C#N)C1)N1N=CN=C1)C(F)(F)F 5-[5-(3,5-Dichlorophenyl)-5-(trifluoromethyl)-4,5-dihydro-1,2-oxazol-3-yl]-2-(1H-1,2,4-triazole-1-yl)benzonitrile